(1R,3S,4R)-N-[(1R)-1-cyano-2-[(3R)-2-oxopyrrolidin-3-yl]ethyl]-2-[(2R)-3-cyclobutyl-2-[(2,2,2-trifluoroacetyl)amino]propanoyl]-5,5-difluoro-2-azabicyclo[2.2.2]octane-3-carboxamide C(#N)[C@@H](C[C@@H]1C(NCC1)=O)NC(=O)[C@H]1N([C@H]2CC([C@@H]1CC2)(F)F)C([C@@H](CC2CCC2)NC(C(F)(F)F)=O)=O